O=C1C=C2C(=NN1)[C@H]1CC[C@@H](C2)N1C(=O)N (6S,9R)-3-OXO-3,5,6,7,8,9-HEXAHYDRO-2H-6,9-EPIMINOCYCLOHEPTA[C]PYRIDAZINE-10-CARBOXAMIDE